platinum (II) octaethylporphyrin-one C(C)C1=C(C2=C(C=3C(=C(C(=C(C4=C(C(C(N4CC)C=C4C=CC(C=C1N2)=N4)=O)CC)CC)N3)CC)CC)CC)CC.[Pt+2]